COC(=O)C1=NN(C(=N1)C(C)NC(C1=CC(=CC(=C1)C(F)(F)F)Cl)=O)C1=NC=CC=N1.C(C)(=O)NNC(C1=CC=C(C=C1)Br)=O N'-acetyl-4-bromobenzoyl-hydrazine methyl-5-[1-[[3-chloro-5-(trifluoromethyl)benzoyl]amino]ethyl]-1-pyrimidin-2-yl-1,2,4-triazole-3-carboxylate